NCC1=CC(=C(C(=C1)C)NC(=O)C1=CC2=C(O[C@@H](CC3=C2SC=C3)C)C=C1C=1C(=NC(=CC1)C(NCCC)=O)C(=O)OC)C methyl (R)-3-(9-((4-(aminomethyl)-2,6-dimethylphenyl)carbamoyl)-5-methyl-4,5-dihydrobenzo[b]thieno[2,3-d]oxepin-8-yl)-6-(propylcarbamoyl)picolinate